FCC1CC1 fluoromethylcyclopropane